3-(3-((2-((4,5-Dimethylthiazol-2-yl)carbamoyl)phenyl)amino)-3-oxopropoxy)propanoic acid CC=1N=C(SC1C)NC(=O)C1=C(C=CC=C1)NC(CCOCCC(=O)O)=O